CC1=NN(C(C12N(N=CC1=CC(=CC=C12)C)C(C=C(C)C)=O)=O)C1=CC=CC=C1 3',6-Dimethyl-2-(3-methylbut-2-enoyl)-1'-phenyl-2H-spiro[phthalazine-1,4'-pyrazol]-5'(1'H)-one